N1=C(NC2=C1C=CC=C2)C2=NNC1=CC=CC=C21 3-(benzimidazole-2-yl)-indazole